(S)-3-(2,2,2-trifluoroethyl)-N-((R)-1-(naphthalen-1-yl)ethyl)pyrrolidine FC(C[C@H]1CN(CC1)[C@H](C)C1=CC=CC2=CC=CC=C12)(F)F